(S)-3-(5-(((S)-1-((8-cyclopropyl-2-(tetrahydro-2H-pyran-4-yl)quinolin-6-yl)-methyl)pyrrolidin-3-yl)oxy)-1-oxoisoindolin-2-yl)piperidine-2,6-dione C1(CC1)C=1C=C(C=C2C=CC(=NC12)C1CCOCC1)CN1C[C@H](CC1)OC=1C=C2CN(C(C2=CC1)=O)[C@@H]1C(NC(CC1)=O)=O